CC1(CC(C1)NC1=NN2C(C=N1)=C(C=C2)C=2C=C1C=CC=NC1=CC2)O Cis-1-methyl-3-((5-(quinolin-6-yl)pyrrolo[2,1-f][1,2,4]triazin-2-yl)amino)cyclobutan-1-ol